3,5-di-sec-butylphenol C(C)(CC)C=1C=C(C=C(C1)C(C)CC)O